(S)-1-(2-((2-(4-bromo-2,6-difluorophenyl)-7-methylimidazo[1,2-a]pyridin-3-yl)methyl)morpholino)propan-1-one BrC1=CC(=C(C(=C1)F)C=1N=C2N(C=CC(=C2)C)C1C[C@@H]1OCCN(C1)C(CC)=O)F